(R)-N-(1-(7-(8-ethynyl-7-fluoro-3-hydroxynaphthalen-1-yl)-8-fluoro-2-((tetrahydro-1H-pyrrolizin-7a(5H)-yl)methoxy)pyrido[4,3-d]pyrimidin-4-yl)azepan-3-yl)acrylamide C(#C)C=1C(=CC=C2C=C(C=C(C12)C1=C(C=2N=C(N=C(C2C=N1)N1C[C@@H](CCCC1)NC(C=C)=O)OCC12CCCN2CCC1)F)O)F